5-methyl-1-(1-(4-(1-methyl-1,2,5,6-tetrahydropyridin-3-yl)benzyl)-1H-indol-5-yl)-1H-pyrazole-3-carboxamide CC1=CC(=NN1C=1C=C2C=CN(C2=CC1)CC1=CC=C(C=C1)C=1CN(CCC1)C)C(=O)N